COC=CC1N(C2CC(C1)C2)C(=O)OC(C)(C)C Tert-butyl 3-[2-methoxyvinyl]-2-azabicyclo[3.1.1]heptane-2-carboxylate